tert-butyl 5-amino-4-(7-(((1s,4s)-4-((tert-butyldimethylsilyl)oxy)cyclohexyl)oxy)-6-(hydroxymethyl)-1-oxoisoindolin-2-yl)-5-oxopentanoate NC(C(CCC(=O)OC(C)(C)C)N1C(C2=C(C(=CC=C2C1)CO)OC1CCC(CC1)O[Si](C)(C)C(C)(C)C)=O)=O